C(=O)C1=CC=C(OCC=2C=C(C=CC2)NC(OC(C)(C)C)=O)C=C1 tert-butyl (3-((4-formylphenoxy)methyl)phenyl)carbamate